tert-butyl (S)-3-methyl-5-thioxopiperazine-1-carboxylate C[C@H]1CN(CC(N1)=S)C(=O)OC(C)(C)C